N1CC[C@]12CN(CCC2)C2=NC1=C(N2CC2=NC=C(C#N)C=C2)C=CC=C1 (R)-6-((2-(1,6-diazaspiro[3.5]non-6-yl)-1H-benzo[d]imidazol-1-yl)methyl)nicotinonitrile